tert-butyl (S)-5-chloro-8-hydroxy-1-((6-oxo-5-azaspiro[2.4]heptan-5-yl)methyl)-3,4-dihydroisoquinoline-2(1H)-carboxylate ClC1=C2CCN([C@@H](C2=C(C=C1)O)CN1CC2(CC2)CC1=O)C(=O)OC(C)(C)C